2,2,2-trifluoro-1-phenyl-ethanamine FC(C(N)C1=CC=CC=C1)(F)F